CN(C1=CC=C(C=C1)\C=C\C(=O)C1=CC=C(C=C1)N(C)C)C 4,4'-bis(dimethylamino)chalcone